(S)-1-(4-chloro-3-fluorophenyl)-5-(5-(3,5-dimethylisoxazol-4-yl)-1-(1-(methylsulfonyl)piperidin-4-yl)-1H-benzo[d]imidazol-2-yl)pyrrolidin-2-one ClC1=C(C=C(C=C1)N1C(CC[C@H]1C1=NC2=C(N1C1CCN(CC1)S(=O)(=O)C)C=CC(=C2)C=2C(=NOC2C)C)=O)F